NC1CC1 1-amino-cyclopropane